CC1C(C(CC=C1)(C)C)C(=O)OC methyl 2,6,6-trimethylcyclohex-3-ene-1-carboxylate